FC1=C(CC=2C=3N(C=C(N2)C2=NC(=NN2)N)C=CN3)C=CC=C1 5-(8-(2-fluorobenzyl)imidazo[1,2-a]pyrazin-6-yl)-1H-1,2,4-triazol-3-amine